C(C)(=O)C=1C(=NC(=CC1)N1C=NC2=C1C=CC(=C2)NC=2SC(=NN2)C)N2N=C(C=C2C)C#N 1-[3-acetyl-6-[5-[(5-methyl-1,3,4-thiadiazol-2-yl)amino]benzimidazol-1-yl]-2-pyridyl]-5-methyl-pyrazole-3-carbonitrile